3-(3-((1r,3r)-1-(2-bromoacetyl)-3-methoxy-3-methylcyclobutyl)phenyl)propanoic acid methyl ester COC(CCC1=CC(=CC=C1)C1(CC(C1)(C)OC)C(CBr)=O)=O